3'-(4-chloro-6-phenyl-1,3,5-triazin-2-yl)-[1,1'-biphenyl] ClC1=NC(=NC(=N1)C1=CC=CC=C1)C=1C=C(C=CC1)C1=CC=CC=C1